COC1=CC=C(C=C1)C1=C(C=NCC1)COS(=O)(=O)C 4-(4-Methoxyphenyl)-3-{[(methylsulfonyl)oxy]methyl}-5,6-dihydropyridine